18-Tetracosenoic acid C(CCCCCCCCCCCCCCCCC=CCCCCC)(=O)O